NC=1C2=C(N=CN1)C(=NC(=C2)N2CCOCC2)C=2C(=C(C=CC2C)O)C 3-(4-amino-6-morpholinopyrido[3,4-d]pyrimidin-8-yl)-2,4-dimethylphenol